CS(=O)(=O)OC[C@@H](C1OC1)O (2S)-2-hydroxy-2-(2-oxiranyl)ethyl methanesulfonate